tert-butyl (S)-(4-bromo-3-oxo-1-phenylbutan-2-yl)carbamate BrCC([C@H](CC1=CC=CC=C1)NC(OC(C)(C)C)=O)=O